5-(piperazin-1-yl)-3-(4-(trifluoromethyl)phenyl)-1,2,4-oxadiazole N1(CCNCC1)C1=NC(=NO1)C1=CC=C(C=C1)C(F)(F)F